5-(2-furoyl)amino-3-(1-propylpiperidin-4-yl)-1H-indole O1C(=CC=C1)C(=O)NC=1C=C2C(=CNC2=CC1)C1CCN(CC1)CCC